benzoic acid chlorine [Cl].C(C1=CC=CC=C1)(=O)O